1-[2-(morpholin-4-yl)-8-(1H-pyrazol-5-yl)-1,7-naphthyridin-4-yl]-3-(trifluoromethyl)azetidin-3-ol N1(CCOCC1)C1=NC2=C(N=CC=C2C(=C1)N1CC(C1)(O)C(F)(F)F)C1=CC=NN1